4-[(3-chlorophenyl)methyl]-N-(4-cyano-2,5-difluorophenyl)-1H-pyrrole-3-sulfonamide ClC=1C=C(C=CC1)CC=1C(=CNC1)S(=O)(=O)NC1=C(C=C(C(=C1)F)C#N)F